C(C)OC(CN(CC1=CC=CC=C1)CC1=CC=CC=C1)=O.C(C)OC1=C(C(=O)NCC2=CC(=CC=C2)C=2SC=CN2)C=C(C(=C1)C)[N+](=O)[O-] 2-ethoxy-4-methyl-5-nitro-N-(3-(thiazol-2-yl)benzyl)benzamide ethyl-N,N-dibenzylglycinate